tert-butyl (1S,2R)-1-(4-(benzylthio)phenylcarbamoyl)-2-phenylcyclopropylcarbamate C(C1=CC=CC=C1)SC1=CC=C(C=C1)NC(=O)[C@]1([C@H](C1)C1=CC=CC=C1)NC(OC(C)(C)C)=O